C(C)(=O)C1=C(C2=C(N=C(N=C2)NC2=CC=C(C=N2)N2CCN(CC2)C(CCCCCC(=O)NC2=C(C(=O)NC=3SC(=C(N3)C)C)C=CC=C2)=O)N(C1=O)C1CCCC1)C 2-(7-(4-(6-((6-Acetyl-8-cyclopentyl-5-methyl-7-oxo-7,8-dihydropyrido[2,3-d]pyrimidin-2-yl)amino)pyridin-3-yl)piperazin-1-yl)-7-oxoheptanamido)-N-(4,5-dimethylthiazol-2-yl)benzamide